2-((2S,4S)-4-(6-fluoro-8-methyl-4-(((S)-1-methylpyrrolidin-2-yl)methoxy)-7-(2-(trifluoromethyl)pyridin-3-yl)-1H-[1,2,3]triazolo[4,5-c]quinolin-1-yl)piperidin-2-yl)acetonitrile FC1=C(C(=CC=2C3=C(C(=NC12)OC[C@H]1N(CCC1)C)N=NN3[C@@H]3C[C@H](NCC3)CC#N)C)C=3C(=NC=CC3)C(F)(F)F